1-Trifluoromethanesulfonyl-2-methylimidazole FC(S(=O)(=O)N1C(=NC=C1)C)(F)F